methyl (S)-2-(4-(tert-butoxy)-2-((tert-butyldimethylsilyl)oxy)-4-oxobutanethioamido)-5-methylthiophene-3-carboxylate C(C)(C)(C)OC(C[C@@H](C(NC=1SC(=CC1C(=O)OC)C)=S)O[Si](C)(C)C(C)(C)C)=O